4-[3-(diethylamino)propoxy]-3-methoxybenzaldehyde C(C)N(CCCOC1=C(C=C(C=O)C=C1)OC)CC